3,3-difluoro-1-(4-((4-(3-((2-((S)-1-hydroxyethyl)-1H-imidazol-1-yl)methyl)isoxazol-5-yl)phenyl)ethynyl)benzyl)piperidin-4-ol FC1(CN(CCC1O)CC1=CC=C(C=C1)C#CC1=CC=C(C=C1)C1=CC(=NO1)CN1C(=NC=C1)[C@H](C)O)F